C(CCCCC(=O)OCC(CCCCCCCC)CCCCCC)(=O)OCC1=CC(=CC(=C1)COC(=O)OCC1CN(CCC1)CC)COC(CCC(OCCCCCCCC)OCCCCCCCC)=O 3-(((4,4-bis(octyloxy)butanoyl)oxy)methyl)-5-(((((1-ethylpiperidin-3-yl)methoxy)carbonyl)oxy)methyl)benzyl (2-hexyldecyl) adipate